C(=O)(OC(C)(C)C)N1C(C(CCC1=O)N)=O Boc-3-amino-2,6-piperiddione